C(CCCCCCCCCCC)N1C(CCCCC1)=O 1-dodecyl-aza-cycloheptan-2-one